5-(4-methoxyphenyl)-7-(trifluoromethyl)-pyrazolo[1,5-a]pyrimidine-3-carboxylic acid COC1=CC=C(C=C1)C1=NC=2N(C(=C1)C(F)(F)F)N=CC2C(=O)O